C(C1=CC=CC=C1)OC(=O)N[C@H](C(=O)NCCCC[C@@H](C(=O)OC(C)(C)C)NC(=O)N[C@@H](CCC(=O)OC(C)(C)C)C(=O)OC(C)(C)C)CC1=CC=CC=C1 di-tert-butyl (((S)-6-((S)-2-(((benzyloxy)carbonyl)amino)-3-phenylpropane-amido)-1-(tert-butoxy)-1-oxohexan-2-yl)carbamoyl)-L-glutamate